(triacetin) monostearate C(CCCCCCCCCCCCCCCCC)(=O)O.CC(OCC(OC(C)=O)COC(C)=O)=O